C1(CC1)CN1C(=CC2=CC=CC=C12)C1=NC2=C(N1C[C@H]1CN(CC1)C1=NC=CC=N1)C(=CC(=C2)C(=O)N2[C@@H]1CC[C@H](C2)[C@H]1N)OC (1R,4R,7R)-2-{2-[1-(cyclopropylmethyl)-1H-indol-2-yl]-7-methoxy-1-{[(3S)-1-(pyrimidin-2-yl)pyrrolidin-3-yl]methyl}-1H-1,3-benzodiazole-5-carbonyl}-2-azabicyclo[2.2.1]heptan-7-amine